C12C(C(C(C=C1)CC2)C(=O)O)C(=O)O bicyclo[2.2.2]-5-octene-2,3-dicarboxylic acid